phenethyldimethyl-(dimethylamino)silane C(CC1=CC=CC=C1)[Si](N(C)C)(C)C